NC=1NC(C=2N(C(N(C2N1)[C@@H]1O[C@@H](C[C@H]1O)CO)=O)CC1CC1)=O 2-Amino-7-(cyclopropylmethyl)-9-((2R,3R,5S)-3-hydroxy-5-(hydroxymethyl)tetrahydrofuran-2-yl)-7,9-dihydro-1H-purin-6,8-dion